2-[(4-methoxyphenyl)methylsulfanyl]-6-pyrrolidin-1-yl-pyrazine COC1=CC=C(C=C1)CSC1=NC(=CN=C1)N1CCCC1